(4R,4aS,7aR,12bS)-4a-hydroxy-9-methoxy-3-methyl-2,3,4,4a,5,6-hexahydro-1H-4,12-methanobenzofuro[3,2-e]isoquinolin-7(7aH)-one hydrochloride Cl.O[C@]12CCC([C@H]3[C@@]24CCN([C@@H]1CC1=CC=C(C(=C14)O3)OC)C)=O